4-Methylsulfonylbenzoic acid [(2R)-3-(1-ethyl-8-oxo-spiro[6,7-dihydro-4H-pyrazolo[3,4-c]azepin-5,4'-tetrahydropyran]-3-yl)-2-methyl-propyl] ester C(C)N1N=C(C2=C1C(NCC1(CCOCC1)C2)=O)C[C@H](COC(C2=CC=C(C=C2)S(=O)(=O)C)=O)C